CC1=CC=2C(=C[Se]C2)C=C1C 5,6-dimethyl-benzo[c]selenophen